tert-butyl 4-((4-(4-(3-cyclopropyl-5-fluorophenoxy)butyl)phenyl)carbamoyl)piperazine-1-carboxylate C1(CC1)C=1C=C(OCCCCC2=CC=C(C=C2)NC(=O)N2CCN(CC2)C(=O)OC(C)(C)C)C=C(C1)F